ammonium L-gluconate O=C([C@@H](O)[C@H](O)[C@@H](O)[C@@H](O)CO)[O-].[NH4+]